2-hexyl-1H-benzimidazole C(CCCCC)C1=NC2=C(N1)C=CC=C2